3-chloro-8-[(2R,3S)-3-[(ethanesulfonyl)methyl]-2-methylazetidin-1-yl]-5-(propan-2-yl)isoquinoline ClC=1N=CC2=C(C=CC(=C2C1)C(C)C)N1[C@@H]([C@H](C1)CS(=O)(=O)CC)C